CN1N=CC(=C1)C=1N=C(C=2N(C1)N=CC2)O[C@H]2CN(CCOC2)C(C=C)=O (S)-1-(6-((6-(1-methyl-1H-pyrazol-4-yl)pyrazolo[1,5-a]pyrazin-4-yl)oxy)-1,4-oxazepan-4-yl)prop-2-en-1-one